O=C1NC(CCC1C1=NN(C2=CC(=CC=C12)[C@H]1CNCCC1)C)=O (3S)-3-(3-(2,6-dioxopiperidin-3-yl)-1-methyl-1H-indazol-6-yl)piperidin